6-(piperidin-4-yl)pyridazin-3-amine dihydrochloride Cl.Cl.N1CCC(CC1)C1=CC=C(N=N1)N